(4-amino-6-[(4-phenoxy-phenyl)-amino]-1,3,5-triazin-2-yl)-methanol NC1=NC(=NC(=N1)NC1=CC=C(C=C1)OC1=CC=CC=C1)CO